C1(=C(C=CC=C1)C(C)=O)C 1-(o-tolyl)ethanone